1-bromo-3-(bromoethyl)-2-chlorobenzene BrC1=C(C(=CC=C1)CCBr)Cl